2-(4-phenoxyphenyl)-7-(1,2,3,6-tetrahydropyridin-4-yl)-9,10-dihydro-4H-benzo[d]pyrazolo[1,5-a][1,3]diazepine-3-carboxamide O(C1=CC=CC=C1)C1=CC=C(C=C1)C1=NN2C(NC3=C(CC2)C=C(C=C3)C=3CCNCC3)=C1C(=O)N